3-(3-(2,4-difluorophenoxy)-6-(trifluoromethyl)pyridazine-4-carboxamido)pyridine 1-oxide FC1=C(OC=2N=NC(=CC2C(=O)NC=2C=[N+](C=CC2)[O-])C(F)(F)F)C=CC(=C1)F